CC1(CC2(C3=C(C(=C(C=C13)O)O)O)CC(C1=CC(=C(C(=C12)O)O)O)(C)C)C 3,3,3',3'-tetramethyl-1,1'-Spirobi-indane-5,6,7,5',6',7'-hexol